2-(4-bromophenyl)-1,2-thiazolidine 1,1-dioxide BrC1=CC=C(C=C1)N1S(CCC1)(=O)=O